(L)-Glutamate N[C@@H](CCC(=O)[O-])C(=O)[O-]